[Pb](Br)Br.NCCCCN 1,4-diaminobutane lead bromide